1,3-difluoro-5-nitrobenzene FC1=CC(=CC(=C1)[N+](=O)[O-])F